(R)-2-amino-3-phenyl-N-(3-(trifluoromethyl)phenyl)-propionamide N[C@@H](C(=O)NC1=CC(=CC=C1)C(F)(F)F)CC1=CC=CC=C1